5-(3-(difluoromethyl)imidazo[1,2-a]pyrimidin-6-yl)-6-fluoro-4-methoxy-N-(2-oxaspiro[3.5]nonan-7-yl)pyrrolo[2,1-f][1,2,4]triazin-2-amine FC(C1=CN=C2N1C=C(C=N2)C=2C(=CN1N=C(N=C(C12)OC)NC1CCC2(COC2)CC1)F)F